4-(1-(4-((methylamino)methyl)phenyl)pyrrolidin-2-yl)thiazol CNCC1=CC=C(C=C1)N1C(CCC1)C=1N=CSC1